ClC=1N=C(OC1C(=O)N1[C@@H](C2=C(CC1)NC=N2)C=2OC1=C(N2)C=CC(=C1)F)C(C)(C)O (S)-(4-chloro-2-(2-hydroxypropan-2-yl)oxazol-5-yl)(4-(6-fluorobenzo[d]oxazol-2-yl)-6,7-dihydro-1H-imidazo[4,5-c]pyridin-5(4H)-yl)methanone